C1(CCC1)C(C)NC(=O)NCC1=CC(=NC=C1)OC(F)F 1-(1-cyclobutylethyl)-3-[[2-(difluoro-methoxy)pyridin-4-yl]methyl]urea